C(#N)CCN1N=C(C=C1C=1N=C(N(C1)C)C1=NC(=CC2=C1C=NN2C)C(=O)NCC2=C(C=C(C=C2)OC)OC)C 4-{4-[1-(2-cyanoethyl)-3-methyl-1H-pyrazol-5-yl]-1-methyl-1H-imidazol-2-yl}-N-[(2,4-dimethoxyphenyl)methyl]-1-methyl-1H-pyrazolo[4,3-c]pyridine-6-carboxamide